NC/C(/CN1N=CN(C1=O)CC=1SC(=CC1)C1=CC=C(C=C1)CO)=C\F 2-[(2E)-2-(aminomethyl)-3-fluoroprop-2-en-1-yl]-4-({5-[4-(hydroxymethyl)phenyl]thiophen-2-yl}methyl)-2,4-dihydro-3H-1,2,4-triazol-3-one